N-(4-(chlorodifluoromethoxy)phenyl)-3,3-dimethyl-1-(2-(methylsulfonyl)ethyl)-2-oxo-4-(1H-pyrazol-5-yl)indoline-6-carboxamide ClC(OC1=CC=C(C=C1)NC(=O)C1=CC(=C2C(C(N(C2=C1)CCS(=O)(=O)C)=O)(C)C)C1=CC=NN1)(F)F